(2S,3R)-2-((R)-4-((3R,5R,6S,8S,9S,10R,13R,14S,17R)-3,6-dihydroxy-10,13-dimethyl-hexadecahydro-1H-cyclopenta[a]phenanthren-17-yl)pentanamido)-3-methylpentanoic acid O[C@@H]1CC[C@@]2([C@H]3CC[C@@]4([C@H](CC[C@H]4[C@@H]3C[C@@H]([C@@H]2C1)O)[C@@H](CCC(=O)N[C@H](C(=O)O)[C@@H](CC)C)C)C)C